tert-butyl-(L)-alanine C(C)(C)(C)N[C@@H](C)C(=O)O